CNC1=NC=CC=C1CN(C(OCOP(=O)(OC(C)(C)C)OC(C)(C)C)=O)CCC(F)(F)F ((Di-tert-butoxyphosphoryl)oxy)methyl ((2-(methylamino)pyridin-3-yl)methyl)(3,3,3-trifluoropropyl)carbamate